(5-bromo-3-pyridyl)benzimidazole BrC=1C=C(C=NC1)C=1NC2=C(N1)C=CC=C2